4-hydroxy-3-methoxy-N-(3,4,5-trimethoxyphenyl)benzamide Ethyl-2,4,6-trimethylbenzoyl-phenylphosphonate C(C)C=1C(=C(C=CC1)P(O)(O)=O)C(C1=C(C=C(C=C1C)C)C)=O.OC1=C(C=C(C(=O)NC2=CC(=C(C(=C2)OC)OC)OC)C=C1)OC